(S)-(4-(7-fluoroquinolin-4-yl)piperazin-1-yl)(1-(pyridin-2-ylsulfonyl)pyrrolidin-3-yl)methanone FC1=CC=C2C(=CC=NC2=C1)N1CCN(CC1)C(=O)[C@@H]1CN(CC1)S(=O)(=O)C1=NC=CC=C1